NC1=C(N=CC2=C(C=CC=C12)C1=C(C=CC(=C1)C)F)C(=O)NCCC 4-amino-8-(2-fluoro-5-methylphenyl)-N-propylisoquinoline-3-carboxamide